C(C)[Si](OCC)(OCC)C(C#N)CC ethyl-diethoxysilyl-butyronitrile